S1C=NC(=C1)C(C)N 1-(thiazol-4-yl)ethan-1-amine